5-(4-amino-7-bromo-2-iodo-1-methylpyrrolo[3,2-c]pyridin-3-yl)-3-chloro-N-(2,2,2-trifluoroethyl)pyridine-2-carboxamide NC1=NC=C(C2=C1C(=C(N2C)I)C=2C=C(C(=NC2)C(=O)NCC(F)(F)F)Cl)Br